C(C)C1=NC(=NO1)C1=CC2=C(C=C1)C1(NC(OC1)=O)CO2 6-(5-ethyl-1,2,4-oxadiazol-3-yl)-2H-spiro[benzofuran-3,4'-oxazolidin]-2'-one